ClC1=CC2=C(O[C@@H](CN(S2(=O)=O)CC=2C=C(C=C3CCCC23)C(CC(=O)O)C2=C(C3=C(N(N=N3)C)C=C2)C)CC)C=C1 3-(7-{[(4R)-8-chloro-4-ethyl-1,1-dioxo-3,4-dihydro-2H-5,1,2-benzoxathiazepin-2-yl]methyl}-2,3-dihydro-1H-inden-5-yl)-3-(1,4-dimethyl-1H-benzotriazol-5-yl)propanoic acid